C(=O)(O)C=1C(=C(C2=CC=CC=C2C1)CC1=C(C(=CC2=CC=CC=C12)C(=O)[O-])O)O.C(CCCCC)OC=1C(=NSN1)C1=CCC[NH+](C1)C 5-(4-(Hexyloxy)-1,2,5-thiadiazol-3-yl)-1-methyl-1,2,3,6-tetrahydropyridin-1-ium mono4-((3-carboxy-2-hydroxynaphthalen-1-yl)methyl)-3-hydroxy-2-naphthoate